N[C@@H](CCO)C1=NC2=C(N1[C@@H]1CN(CC1)C)C=CC(=C2)C=2C(=NOC2C)C (S)-3-amino-3-(5-(3,5-dimethylisoxazol-4-yl)-1-((S)-1-methylpyrrolidin-3-yl)-1H-benzo[d]imidazol-2-yl)propan-1-ol